COC=1C=C(C=CC1OC)C=1N(N=C2C1C=NC=1C=CC(=CC21)OC)CCN2CCOCC2 3-(3,4-dimethoxyphenyl)-8-methoxy-2-(2-morpholin-4-ylethyl)-2H-pyrazolo[4,3-c]quinoline